3-((5-(trifluoromethyl)pyridin-2-yl)oxy)benzonitrile FC(C=1C=CC(=NC1)OC=1C=C(C#N)C=CC1)(F)F